N-(7-fluoro-3-methyl-1H-indazol-5-yl)-4-fluorobutane-1-sulfonamide FC=1C=C(C=C2C(=NNC12)C)NS(=O)(=O)CCCCF